4-(((R)-1-(3-(Difluoromethyl)-2-fluorophenyl)ethyl)amino)-6-(1-(fluoromethyl)cyclopropyl)-8-(3-hydroxytetrahydrofuran-3-yl)-2-methylpyrido[4,3-d]pyrimidine-7(6H)-one FC(C=1C(=C(C=CC1)[C@@H](C)NC=1C=2C(N=C(N1)C)=C(C(N(C2)C2(CC2)CF)=O)C2(COCC2)O)F)F